P(=O)(OC[N+]1=C(C(=CC=C1)C1=CC(=NO1)CC=1C=NC(=CC1)OCC1=CC=CC2=CC=CC=C12)N)(O)[O-] (2-amino-3-(3-((6-(naphthalen-1-ylmethoxy)pyridin-3-yl)methyl)isoxazol-5-yl)pyridin-1-ium-1-yl)methyl hydrogen phosphate